NC=1C(=NC(=CN1)Br)OC=1C=NN(C1)CC(C#N)(C)C 3-(4-(3-amino-6-bromopyrazin-2-yloxy)-1H-pyrazole-1-yl)-2,2-dimethylpropionitrile